FC1=C(C=C2C=NN(C2=C1)C=1C=C(SC1)C(=O)NC)NC1=C(C=CC=C1OC)F 4-(6-fluoro-5-((2-fluoro-6-methoxyphenyl)amino)-1H-indazol-1-yl)-N-methylthiophene-2-carboxamide